NCC=1C=NC(=NC1)C1=C(C=C(C#N)C=C1)OC1=C(N=NC(=C1)N1CCCCC1)Cl 4-[5-(aminomethyl)pyrimidin-2-yl]-3-(3-chloro-6-piperidin-1-ylpyridazin-4-yl)oxybenzonitrile